N(=[N+]=[N-])CCOCCOCCNC1=C2C(N(C(C2=CC=C1)=O)C1C(NC(CC1)=O)=O)=O 4-[2-[2-(2-azidoethoxy)ethoxy]ethylamino]-2-(2,6-dioxo-3-piperidyl)isoindoline-1,3-dione